3-(guanidinooxy)-N-(((2S,5R)-6-hydroxy-7-oxo-1,6-diazabicyclo[3.2.1]octan-2-yl)(imino)methyl)propanamide N(C(=N)N)OCCC(=O)NC(=N)[C@H]1N2C(N([C@H](CC1)C2)O)=O